COC1=C(C=C(C=C1)C=CC=O)C 3-(4-methoxy-3-methylphenyl)prop-2-en-1-one